NC1=C2N=C(N(C2=NC(=N1)OCC)CC1=C(C=C(C=C1)CN)OC)O 6-amino-9-(4-(aminomethyl)-2-methoxybenzyl)-2-ethoxy-9H-purin-8-ol